ClC=1C(=NC=CC1)C(C)(C)NC1=NC=C(C=N1)C1=CC(=NN1)C(=O)N 5-(2-{[1-(3-chloro(2-pyridyl))-isopropyl]amino}pyrimidin-5-yl)pyrazole-3-carboxamide